tetrabutylammonium terephthalate salt C(C1=CC=C(C(=O)[O-])C=C1)(=O)[O-].C(CCC)[N+](CCCC)(CCCC)CCCC.C(CCC)[N+](CCCC)(CCCC)CCCC